5-(4-(4-Amino-2-fluoro-5-methoxyphenyl)piperazin-1-yl)-2-chlorobenzonitrile NC1=CC(=C(C=C1OC)N1CCN(CC1)C=1C=CC(=C(C#N)C1)Cl)F